ethyl 5-fluoro-3-methyl-1-benzofuran-2-carboxylate FC=1C=CC2=C(C(=C(O2)C(=O)OCC)C)C1